2-((1-methylpyrrolidin-2-yl)methoxy)-5,6,7,8-tetrahydropyrido[3,4-d]pyrimidine CN1C(CCC1)COC=1N=CC2=C(N1)CNCC2